ClC1=NC=C(C(=N1)C=1C=CC2=C(N(C=N2)CCO)C1)Cl 2-(6-(2,5-dichloropyrimidin-4-yl)-1H-benzo[d]imidazol-1-yl)ethan-1-ol